COC=1N=CC=C2C(=CC=NC12)NC1=CC=C(C=C1)S(=O)(=O)N[C@H](C)C1=CC=C(C=C1)OC (R)-4-((8-methoxy-1,7-naphthyridin-4-yl)amino)-N-(1-(4-methoxyphenyl)ethyl)benzenesulfonamide